3,3-dimethyltetrahydropyran-2-carbaldehyde CC1(C(OCCC1)C=O)C